N-(2,4-difluorophenyl)-6-(4,4,5,5-tetramethyl-1,3,2-dioxaborolan-2-yl)-1-naphthalenecarboxamide FC1=C(C=CC(=C1)F)NC(=O)C1=CC=CC2=CC(=CC=C12)B1OC(C(O1)(C)C)(C)C